BrC1=C(C=C(C=C1)N1N=C(C(=C1)C1=CC=CC=C1)C1SCCCS1)Cl 1-(4-bromo-3-chlorophenyl)-3-(1,3-dithian-2-yl)-4-phenyl-1H-pyrazole